ethyl 2-(1,3-benzodioxol-5-yl)cyclopropanecarboxylate O1COC2=C1C=CC(=C2)C2C(C2)C(=O)OCC